tert-Butyl (1R,5S)-6-(3-(2-bromopyridin-4-yl)-4-(4-fluorophenyl)-4-oxobutanoyl)-3-azabicyclo[3.1.0]hexane-3-carboxylate BrC1=NC=CC(=C1)C(CC(=O)C1[C@H]2CN(C[C@@H]12)C(=O)OC(C)(C)C)C(=O)C1=CC=C(C=C1)F